FC(C=1C=C(C(=O)N(C(C)C=2C(=NC=CN2)C2=NOC(=N2)C(=O)OC)CC2CC2)C=C(C1)C(F)(F)F)(F)F methyl 3-[3-[1-[[3,5-bis(trifluoromethyl)benzoyl]-(cyclopropylmethyl)amino]ethyl]pyrazin-2-yl]-1,2,4-oxadiazole-5-carboxylate